Br[C@@H](C(=O)O)CC(=O)O (R)-2-Bromosuccinic Acid